C(C)(=O)C=1C=C(C=C2C(N3CCCN4N=CC(C12)=C43)=O)C 10-Acetyl-8-methyl-4,5-dihydro-3H,6H-2,2a,5a-triazaaceanthrylen-6-one